COC(CC(F)(F)F)=O Methyl-3,3,3-Trifluoropropionat